CN(C1=CC=C(C=C1)/C=C/C(=O)C1=CC=C(C=C1)OCCO)C (E)-3-[4-(Dimethylamino)phenyl]-1-[4-(2-hydroxyethoxy)phenyl]prop-2-en-1-one